2-[5-ethylsulfanyl-6-[7-methyl-3-(trifluoromethyl)imidazo[4,5-c]pyridazin-6-yl]-3-pyridyl]-2-methyl-propanenitrile C(C)SC=1C=C(C=NC1C1=NC2=C(N=NC(=C2)C(F)(F)F)N1C)C(C#N)(C)C